C(C)(C)(C)C1=CC(=CC2=CC3=CC=CC=C3C=C12)C=1N=CC=C2C1SC=C2C 7-(4-(tert-butyl)anthracen-2-yl)-3-methylthieno[2,3-c]pyridine